(CIS)-N-cyclohexyl-2-((((CIS)-4-isopropylcyclohexyl)oxy)methyl)-3-(1H-pyrazol-3-yl)piperidine-1-carboxamide C1(CCCCC1)NC(=O)N1[C@H]([C@H](CCC1)C1=NNC=C1)CO[C@@H]1CC[C@@H](CC1)C(C)C